C(C)(C)(C)SSC(C)(C)C tert-butyldisulphide